(S)-2-(1,3-dioxoisoindolin-2-yl)-4-methylpentanoyl chloride O=C1N(C(C2=CC=CC=C12)=O)[C@H](C(=O)Cl)CC(C)C